BrC=1C=C(C=2N(C1)N=C(N2)CO)OC (6-bromo-8-methoxy-[1,2,4]triazolo[1,5-a]pyridin-2-yl)methanol